N-methyl-1-(5-(trifluoromethyl)-1,3,4-oxadiazol-2-yl)methanamine CNCC=1OC(=NN1)C(F)(F)F